N-Fmoc-(1R,2S,5S)-6,6-dimethyl-3-azabicyclo[3.1.0]hexane-2-carboxylic acid tert-butyl ester C(C)(C)(C)OC(=O)[C@@H]1[C@H]2C([C@H]2CN1C(=O)OCC1C2=CC=CC=C2C2=CC=CC=C12)(C)C